1-dodecanoyl-2-eicosanoyl-sn-glycero-3-phosphocholine C(CCCCCCCCCCC)(=O)OC[C@@H](OC(CCCCCCCCCCCCCCCCCCC)=O)COP(=O)([O-])OCC[N+](C)(C)C